FC(C1=NN=C(O1)C1=CC(=C(CN(S(=O)(=O)N2CCS(CC2)(=N)=O)C2=CC(=CC=C2)F)C=C1)F)F N-(4-(5-(difluoromethyl)-1,3,4-oxadiazol-2-yl)-2-fluorobenzyl)-N-(3-fluorophenyl)-1-iminothiomorpholin-4-sulfonamide 1-oxide